N,N-dimethyl-anilinium [tetrakis(perfluoronaphthyl)borate] FC1=C(C2=C(C(=C(C(=C2C(=C1F)F)F)F)F)F)[B-](C1=C(C(=C(C2=C(C(=C(C(=C12)F)F)F)F)F)F)F)(C1=C(C(=C(C2=C(C(=C(C(=C12)F)F)F)F)F)F)F)C1=C(C(=C(C2=C(C(=C(C(=C12)F)F)F)F)F)F)F.C[NH+](C1=CC=CC=C1)C